C1(=CC=CC=C1)[C@@H]1[C@H](C1)NC(=O)C1CCNC1 4-(((1s,2R)-2-phenyl-cyclopropyl)carbamoyl)-pyrrolidine